NC1=C(C(=NN1C(C)C)C1=CC=C(C=C1)C(C(=O)NC1=CC(=NO1)C12CC(C1)(C2)C)C)C(=O)N 5-amino-1-isopropyl-3-(4-(1-((3-(3-methylbicyclo[1.1.1]pent-1-yl)isoxazol-5-yl)amino)-1-oxoprop-2-yl)phenyl)-1H-pyrazole-4-carboxamide